C(C)S(=O)(=O)C=1C=C(C=NC1N1C(C=2C=CC(=NC2CC1)C(C(F)(F)F)(F)F)=O)C1(CC1)C#N 1-[5-ethylsulfonyl-6-[5-oxo-2-(1,1,2,2,2-pentafluoroethyl)-7,8-dihydro-1,6-naphthyridin-6-yl]-3-pyridyl]cyclopropane-carbonitrile